isopropyl (R)-2-(6-(1-aminoethyl)-1-(pent-4-en-1-yl)-1H-pyrrolo[2,3-b]pyridin-2-yl)-7-methoxy-1-methyl-1H-benzo[d]imidazole-5-carboxylate N[C@H](C)C1=CC=C2C(=N1)N(C(=C2)C2=NC1=C(N2C)C(=CC(=C1)C(=O)OC(C)C)OC)CCCC=C